BrCC=1C=NC=C(C1)OCC1=CC(=CC(=C1)F)CO[Si](C1=CC=CC=C1)(C1=CC=CC=C1)C(C)(C)C 3-(bromomethyl)-5-((3-(((tert-butyldiphenylsilyl)oxy)methyl)-5-fluorobenzyl)oxy)pyridine